NC1=CC=CC=2N(C(NC21)=O)C2CCN(CC2)C(=O)NC2=CC=C(C=C2)I 4-(4-amino-2-oxo-2,3-dihydro-1H-1,3-benzodiazol-1-yl)-N-(4-iodophenyl)piperidine-1-carboxamide